4-[6-(trifluoromethyl)pyridin-3-yl]piperidin FC(C1=CC=C(C=N1)C1CCNCC1)(F)F